O[C@@H]1[C@H](O[C@H]([C@@H]([C@H]1O)O)CO)N1N=CC(=C1)C=1SC=C(N1)C(=O)N 2-(1-((2S,3S,4R,5R,6S)-3,4,5-trihydroxy-6-(hydroxymethyl)tetrahydro-2H-pyran-2-yl)-1H-pyrazol-4-yl)thiazol-4-carboxamide